2,4,4,6,6-pentafluoro-triazatriphosphinine FN1NP(PP(N1)(F)F)(F)F